dithiodipropionic acid bis(2-mercaptoacetate) SCC(=O)O.SCC(=O)O.C(CCSSCCC(=O)O)(=O)O